6-ethyl-N-(4-(4-(methylsulfonyl)thiophen-2-yl)-5-(trifluoromethyl)pyrimidin-2-yl)isoindolin-5-amine C(C)C1=C(C=C2CNCC2=C1)NC1=NC=C(C(=N1)C=1SC=C(C1)S(=O)(=O)C)C(F)(F)F